C(C)(=O)N1C[C@@H](OCC1)CC1=C(N=C2N1C=CC(=C2)C)C2=C(C=C(C=C2F)N2C(CCC2)=O)F (S)-1-(4-(3-((4-acetylmorpholin-2-yl)methyl)-7-methylimidazo[1,2-a]pyridin-2-yl)-3,5-difluorophenyl)pyrrolidin-2-one